4-(4-(2-(2,6-dioxopiperidin-3-yl)-1,3-dioxoisoindolin-5-yl)piperazine-1-carbonyl)benzoic acid O=C1NC(CCC1N1C(C2=CC=C(C=C2C1=O)N1CCN(CC1)C(=O)C1=CC=C(C(=O)O)C=C1)=O)=O